COC1=CC=C(CN(C2=NC=C(C=C2C2=NC=C(C=C2)C(N(C)C)=O)C2=C3C(=NC=C2)NC(=C3)C(=O)N)CC3=CC=C(C=C3)OC)C=C1 4-(2'-(bis(4-methoxybenzyl)amino)-5-(dimethylcarbamoyl)-[2,3'-bipyridine]-5'-yl)-1H-pyrrolo[2,3-b]pyridine-2-carboxamide